N1CC(CC1)CN1C[C@H]2N(C=3C(=NN=C(C3)C3=C(C=CC=C3)O)NC2)CC1 2-((6aS)-8-(pyrrolidin-3-ylmethyl)-6,6a,7,8,9,10-hexahydro-5H-pyrazino[1',2':4,5]pyrazino[2,3-c]pyridazin-2-yl)phenol